FC(C1=C(C=CC(=C1)C(F)(F)F)C=1C=2N(C(=NN1)N[C@H]1CN(C[C@@H](C1)F)CC)C=CC2)(F)F 1-[2,4-bis(trifluoromethyl)phenyl]-N-[(3R,5R)-1-ethyl-5-fluoropiperidin-3-yl]pyrrolo[1,2-d][1,2,4]triazin-4-amine